(R)-2-(3-(8-amino-6-(4-methylpyridin-3-yl)isoquinolin-3-ylamino)-1H-pyrazol-1-yl)propionitrile NC=1C=C(C=C2C=C(N=CC12)NC1=NN(C=C1)[C@@H](C#N)C)C=1C=NC=CC1C